(1S,2S)-1,2-bis(2-Chlorophenyl)ethylenediamine dihydrochloride Cl.Cl.ClC1=C(C=CC=C1)[C@@H]([C@@H](N)C1=C(C=CC=C1)Cl)N